2-(4,4-dimethylpiperidin-1-yl)-N-(1-(pyridin-2-yl)cyclopropyl)acetamide CC1(CCN(CC1)CC(=O)NC1(CC1)C1=NC=CC=C1)C